tributyl-trimethylammonium C(CCC)C([NH+](C)C)(CCCC)CCCC